BrC=1C=C2C(=NNC2=C(C1)C(C)C)I 5-bromo-3-iodo-7-isopropyl-1H-indazole